2,3,5,6-tetramethylpyridin-4-amine CC1=NC(=C(C(=C1C)N)C)C